(2,4-difluoro-3-methoxy-phenyl)methanamine FC1=C(C=CC(=C1OC)F)CN